N-(3-{2-[(2-hydroxypropyl)amino]-4-(methylamino)quinazolin-7-yl}phenyl)prop-2-enamide OC(CNC1=NC2=CC(=CC=C2C(=N1)NC)C=1C=C(C=CC1)NC(C=C)=O)C